(3-fluoro-4-phenoxyphenyl)-6,7-bis(2-methoxyethoxy)quinazolin-4-amine FC=1C=C(C=CC1OC1=CC=CC=C1)C1=NC2=CC(=C(C=C2C(=N1)N)OCCOC)OCCOC